ClC1=C(C=C(OCC(=O)N[C@H]2CC[C@@H](N(C2)C(=O)OC(C)(C)C)C(N(C)OC)=O)C=C1)F tert-butyl (2R,5S)-5-[[2-(4-chloro-3-fluoro-phenoxy)acetyl]amino]-2-[methoxy(methyl)carbamoyl]piperidine-1-carboxylate